C1(CC1)NS(=O)(=O)N cyclopropylaminosulfonamide